C(#N)C=1C=C(C=CC1F)NC1=NC=NC2=CC(=C(C=C12)OC1CC(C1)NC(C=C)=O)OC N-(3-((4-((3-cyano-4-fluorophenyl)amino)-7-methoxyquinazolin-6-yl)oxy)cyclobutyl)acrylamide